NC(C(CCC(=O)OC(C)(C)C)N1C(C2=CC=C(C=C2C1)C1=NC=C(C(=C1)CCl)C(F)(F)F)=O)=O tert-butyl 5-amino-4-(5-(4-(chloromethyl)-5-(trifluoromethyl)pyridin-2-yl)-1-oxoisoindolin-2-yl)-5-oxopentanoate